NC1=NN2C(N=CC=C2)=C1C(=NO)NC(C)C=1N(C(C2=C(C=CC=C2C1)C#CC1=CC=CC=C1)=O)C1=CC=CC=C1 2-amino-N'-hydroxy-N-(1-(1-oxo-2-phenyl-8-(phenylethynyl)-1,2-dihydroisoquinolin-3-yl)ethyl)pyrazolo[1,5-a]pyrimidine-3-carboxamidine